tert-Butyl (S)-4-(3-(3-(4-(benzyloxy)phenyl)-1-methoxy-1-oxopropan-2-yl)ureido)piperidine-1-carboxylate C(C1=CC=CC=C1)OC1=CC=C(C=C1)C[C@@H](C(=O)OC)NC(NC1CCN(CC1)C(=O)OC(C)(C)C)=O